C(C=C)(=O)NCC=1C=C(C=CC1)NC(OC(C)(C)C)=O tert-butyl (3-(acrylamidomethyl)phenyl)carbamate